ClC=1C=C(C=CC1F)[C@H](NC(=O)[C@@H]1CNC(O1)=O)C1=CC(=NN1C)C(F)(F)F (S)-N-((S)-(3-chloro-4-fluorophenyl)(1-methyl-3-(trifluoromethyl)-1H-pyrazol-5-yl)methyl)-2-oxooxazolidine-5-carboxamide